disodium 4,4-bis[(4-anilino-6-morpholino-1,3,5-triazin-2-yl)amino]stilbene-2,2-disulfonate N(C1=CC=CC=C1)C1=NC(=NC(=N1)N1CCOCC1)NC1(CC(C(C=C1)C=CC1=CC=CC=C1)(S(=O)(=O)[O-])S(=O)(=O)[O-])NC1=NC(=NC(=N1)NC1=CC=CC=C1)N1CCOCC1.[Na+].[Na+]